4,5-dimethyl-6-(3-methyl-7,8-dihydro-1,6-naphthyridin-6(5H)-yl)-N-((3-methylpyridin-4-yl)methyl)pyridazine-3-carboxamide CC1=C(N=NC(=C1C)N1CC=2C=C(C=NC2CC1)C)C(=O)NCC1=C(C=NC=C1)C